Ethyl 6-cyano-6-cyclohexyl-2-acetamido-4,5,6,7-tetrahydro-1-benzothiophene-3-carboxylate C(#N)C1(CC2=C(C(=C(S2)NC(C)=O)C(=O)OCC)CC1)C1CCCCC1